OC1=C(C(C)(C)C=2C=C(C=C(C2)N2N=C3C(=N2)C=CC=C3)C(C3=CC=CC=C3)(C)C)C=CC=C1 2-[2'-hydroxy-3',5'-bis(α,α-dimethylbenzyl)-phenyl]benzotriazole